FC(COC1=NC=CC(=C1)CNC(=O)NC1CC(C1)C(F)(F)F)(F)F 1-[[2-(2,2,2-trifluoroethoxy)pyridin-4-yl]methyl]-3-[(1r,3r)-3-(trifluoro-methyl)cyclobutyl]urea